C[C@H]1N(CC1)C(=O)O[C@H]1C[C@H](CC1)C1=CC(=NN1)NC(=O)C1=CC=NN1CCOC (1R,3S)-3-[3-({[1-(2-meth-oxyethyl)-1H-pyrazol-5-yl]carbonyl}amino)-1H-pyrazol-5-yl]cyclopentyl (2R)-2-methylazetidine-1-carboxylate